FC=1C=C(C=NC1)C1N(OC(C1)O)C(=O)OC(C)(C)C Tert-butyl 3-(5-fluoro-3-pyridyl)-5-hydroxy-isoxazolidine-2-carboxylate